FC(C(=O)O)(F)F.NCC(CC=1N(C(NN1)=O)C1=NC=C(C=C1C)C=1C=NN(C1)C(C)C)=C(F)F [2-(aminomethyl)-3,3-difluoro-allyl]-4-[5-(1-isopropylpyrazol-4-yl)-3-methyl-2-pyridinyl]-1,2,4-triazol-3-one trifluoroacetate salt